C1(CCCC1)C1=CC(=NN1)NC1=NC(=NC=C1)NC1CC2(CN(C2)C(=O)C=2N=NN(C2)C)C1 (6-((4-((5-Cyclopentyl-1H-pyrazol-3-yl)amino)pyrimidin-2-yl)amino)-2-azaspiro[3.3]heptan-2-yl)(1-methyl-1H-1,2,3-triazol-4-yl)methanone